Natrium tartrate C(=O)([O-])C(O)C(O)C(=O)[O-].[Na+].[Na+]